P(OCC(COCC#C)COCC#C)(Cl)Cl (3-propargyloxy-2-((propargyloxy) methyl) propyl) dichlorophosphite